FC1=CC=C(C=C1)C1=CC(=C(C=N1)CNC(C=C)=O)C1=NN(C=N1)C(C1=CC=CC=C1)(C1=CC=CC=C1)C1=CC=CC=C1 N-((6-(4-fluorophenyl)-4-(1-trityl-1H-1,2,4-triazol-3-yl)pyridin-3-yl)methyl)acrylamide